2-chloro-4-(cyclopentylamino)-5H-pyrimidine ClC=1N=CCC(N1)NC1CCCC1